(S)-1-(8,9-difluoro-6-oxo-1,2,3,4,5,6-hexahydrobenzo[c][1,7]naphthyridin-1-yl)-3-(3-(difluoromethyl)-4-fluorophenyl)-1-methylurea FC=1C(=CC2=C(C(NC=3CNC[C@H](C23)N(C(=O)NC2=CC(=C(C=C2)F)C(F)F)C)=O)C1)F